N-(3-{6-azaspiro[2.5]octan-6-yl}-4-{4-[2-(4,4-difluoropiperidin-1-yl)-6-(2-hydroxyethoxy)pyrimidin-4-yl]-1H-1,2,3-triazol-1-yl}phenyl)-2-hydroxyethane-1-sulfonamide C1CC12CCN(CC2)C=2C=C(C=CC2N2N=NC(=C2)C2=NC(=NC(=C2)OCCO)N2CCC(CC2)(F)F)NS(=O)(=O)CCO